N-(2-sulfamoylethyl)-5-(8,9,10,11-tetrahydro-3H-pyrazolo[4,3-a]phenanthridin-7-yl)picolinamide S(N)(=O)(=O)CCNC(C1=NC=C(C=C1)C1=NC2=CC=C3C(=C2C=2CCCCC12)C=NN3)=O